(R)-6-chloro-2-hydroxy-3-(2-(1-(5-methylfuran-2-yl)propylamino)-3,4-dioxocyclobut-1-enylamino)-N-(pyridin-4-yl)benzenesulfonamide ClC1=CC=C(C(=C1S(=O)(=O)NC1=CC=NC=C1)O)NC1=C(C(C1=O)=O)N[C@H](CC)C=1OC(=CC1)C